(2S)-2-[(tert-butoxycarbonyl)amino]-3,3-dimethylpent-4-enoic acid C(C)(C)(C)OC(=O)N[C@H](C(=O)O)C(C=C)(C)C